2,5-dimethyl-2,5-di(benzoylperoxy)hexane Ethyl-3-(4,6-dimethylpyridin-2-yl)-4-(3-methoxy-2-methylphenyl)-1H-pyrrole-2-carboxylate C(C)OC(=O)C=1NC=C(C1C1=NC(=CC(=C1)C)C)C1=C(C(=CC=C1)OC)C.CC(C)(CCC(C)(OOC(C1=CC=CC=C1)=O)C)OOC(C1=CC=CC=C1)=O